2-(2-methyl-6-(4-(trifluoromethyl)piperidin-1-yl)pyridin-3-yl)spiro[3.3]heptane-2,6-diamine CC1=NC(=CC=C1C1(CC2(C1)CC(C2)N)N)N2CCC(CC2)C(F)(F)F